1,3'-dihydroxybenzidine OC1(CC=C(N)C=C1)C1=CC(=C(N)C=C1)O